2-(cyclopropylmethyl)-N-(4-methoxyphenyl)-N-methyl-1,2,3,4-tetrahydroisoquinolin-7-amine hydrochloride Cl.C1(CC1)CN1CC2=CC(=CC=C2CC1)N(C)C1=CC=C(C=C1)OC